C1(CCCC1)NC1=C(C=C(C=C1)NC(C=C)=O)C1=NC=CC=C1 N-(4-(cyclopentylamino)-3-(pyridin-2-yl)phenyl)acrylamide